ClC=1C(=CC(=NC1)NC=1C(=NOC1C)C)C=1C=C2N(C[C@@H](N(C2=O)CC2=C(C=CC(=C2)F)CO)COC)C1 (R)-7-(5-chloro-2-((3,5-dimethyl-isoxazole-4-yl)amino)pyridine-4-yl)-2-(5-fluoro-2-(hydroxymethyl)benzyl)-3-(methoxymethyl)-3,4-dihydropyrrolo[1,2-a]pyrazine-1(2H)-one